BrC1=C(CN)C(=CC=C1)F 2-bromo-6-fluorobenzylamine